ClC1=C(C(=O)NC2=C(C(=C(C=C2)F)NCCF)F)C=C(C=C1)NC(=O)[C@@H]1C([C@H]1C1=CC(=C(C=C1)F)C(F)(F)F)(Cl)Cl 2-chloro-5-((1R,3R)-2,2-dichloro-3-(4-fluoro-3-(trifluoromethyl)phenyl)cyclopropane-1-carboxamido)-N-(2,4-difluoro-3-((2-fluoroethyl)amino)phenyl)benzamide